FC(C1=NC(=NO1)C1=CC=2CN(CCC2S1)C(=O)OC(C)(C)C)(F)F tert-butyl 2-(5-(trifluoromethyl)-1,2,4-oxadiazol-3-yl)-6,7-dihydrothieno[3,2-c]pyridine-5(4H)-carboxylate